tert-butyl N-[1-[4-(3-phenoxyanilino)pyrido[3,2-d]pyrimidin-6-yl]azetidin-3-yl]carbamate O(C1=CC=CC=C1)C=1C=C(NC=2C3=C(N=CN2)C=CC(=N3)N3CC(C3)NC(OC(C)(C)C)=O)C=CC1